1,3-Dioxo-2-[3-(1H-tetrazol-5-yl)-1,1'-biphenyl-4-yl]-2,3-dihydro-1H-isoindole O=C1N(C(C2=CC=CC=C12)=O)C1=C(C=C(C=C1)C1=CC=CC=C1)C1=NN=NN1